FC1=C(C(=C2C=CNC2=C1F)SC)OC=1C=CC(=C(C1)C1=NC(=NN1C)C1(CCOC2=C(C=CC=C12)CCC(=O)O)C)F 3-(4-(5-(5-((6,7-difluoro-4-(methylthio)-1H-indol-5-yl)oxy)-2-fluorophenyl)-1-methyl-1H-1,2,4-triazol-3-yl)-4-methylchroman-8-yl)propanoic acid